5-(trans-4-(((4-(1-Cyclopropyl-1H-pyrazol-4-yl)pyridin-2-yl)amino)methyl)cyclohexyl)-2-methoxybenzonitrile C1(CC1)N1N=CC(=C1)C1=CC(=NC=C1)NC[C@@H]1CC[C@H](CC1)C=1C=CC(=C(C#N)C1)OC